S1C(=NC2=C1C=CC=C2)C2=C(SC=1CNCCC12)NC(CCN(C(OCC1=CC=CC=C1)=O)C(C)CC)=O Benzyl (3-((3-(benzo[d]thiazol-2-yl)-4,5,6,7-tetrahydrothieno[2,3-c]pyridin-2-yl)amino)-3-oxopropyl)(sec-butyl)carbamate